[C@H]12CN(C[C@H](CC1)N2)C2=NC(=NC1=C(C=C(C=C21)Cl)F)OCCCN2[C@@H](COC[C@H]2C)C 4-((1R,5S)-3,8-diazabicyclo[3.2.1]octan-3-yl)-6-chloro-2-(3-((3R,5R)-3,5-dimethyl-morpholinyl)propoxy)-8-fluoro-quinazolin